(3S*,3aR*,6S*,7R*,7aR*)-N-(4-hydroxybenzyl)-7-isobutyl-1-(4-methoxybenzyl)-4-oxooctahydro-6H-3,6-methanopyrrolo[3,2-c]pyridine-6-carboxamide OC1=CC=C(CNC(=O)[C@]23[C@@H]([C@@H]4[C@H](C(N2)=O)[C@@H](CN4CC4=CC=C(C=C4)OC)C3)CC(C)C)C=C1 |o1:9,10,11,12,16|